N-(5-tert-butyl-1-methyl-pyrazol-3-yl)-4,5,6,7-tetrahydrothieno[2,3-c]pyridine-3-carboxamide C(C)(C)(C)C1=CC(=NN1C)NC(=O)C1=CSC=2CNCCC21